NC1=C2C(=NC=N1)N(N=C2C(=O)O)[C@H]2[C@H](CCC2)C 4-amino-1-(cis-2-methylcyclopentyl)-1H-pyrazolo[3,4-d]pyrimidine-3-carboxylic acid